L-Glutamate potassium salt [K+].N[C@@H](CCC(=O)[O-])C(=O)[O-].[K+]